CC1=CC=C(C=C1)C=1C(=CC=CC1)S(=O)(=O)C1=CC=C(C=C1)NC(=O)NCC1=CC=NC=C1 1-[4-(4'-Methyl-biphenyl-2-sulfonyl)-phenyl]-3-pyridin-4-ylmethyl-urea